ClC1=C(C=CC(=C1)C)CCl 2-chloro-1-(chloromethyl)-4-methylbenzene